BrC1=CC=C(C=C1)C(C(=O)N[C@@H](CC(=O)OCC)C=1C=NC(=CC1)OC)CO Ethyl (3S)-3-(2-(4-bromophenyl)-3-hydroxypropanamido)-3-(6-methoxypyridin-3-yl)propanoate